6-acetyl-8-cyclopentyl-2-[[5-(1,4-dioxa-8-azaspiro[4.5]dec-8-yl)-2-pyridinyl]amino]-5-methylpyrido[2,3-d]pyrimidin-7-one C(C)(=O)C1=C(C2=C(N=C(N=C2)NC2=NC=C(C=C2)N2CCC3(OCCO3)CC2)N(C1=O)C1CCCC1)C